N,2-dimethylbutan-2-amine CCC(C)(C)NC